ClC1=CN=C(S1)SC1=C(C(=CC=C1)F)C1=CC(=NO1)C(F)F 5-[2-(5-chlorothiazol-2-yl)sulfanyl-6-fluoro-phenyl]-3-(difluoromethyl)isoxazole